4-{6-[2-(5-Fluoro-2,7-dimethyl-benzo[b]thiophen-3-yl)-ethylamino]-pyrimidin-4-yl}-2-propyl-benzamid FC1=CC2=C(SC(=C2CCNC2=CC(=NC=N2)C2=CC(=C(C(=O)N)C=C2)CCC)C)C(=C1)C